(S)-pyrrolidine-3-acetic acid methyl ester hydrochloride Cl.COC(C[C@H]1CNCC1)=O